The molecule is a deaminoneuraminic acid in which the anomeric centre has beta-configuration. It has a role as a bacterial metabolite. It is a conjugate acid of a 3-deoxy-D-glycero-beta-D-galacto-nonulosonate. C1[C@@H]([C@H]([C@@H](O[C@@]1(C(=O)O)O)[C@@H]([C@@H](CO)O)O)O)O